C1(CCC1)CC(=O)NC1=CSC(=C1)C1=NC(=CN=C1)C1=C2C(=NC=C1)N(C=C2)CC(F)(F)F 2-Cyclobutyl-N-(5-{6-[1-(2,2,2-trifluoroethyl)pyrrolo[2,3-b]pyridin-4-yl]pyrazin-2-yl}thiophen-3-yl)acetamide